R-D-lysyl-D-histidine N[C@H](CCCCN)C(=O)N[C@H](CC1=CNC=N1)C(=O)O